FC1=C(C(=CC2=CC=C(C=C12)OC)O)N1CC(NS1(=O)=O)=O 5-{1-fluoro-3-hydroxy-7-[methyloxy]naphthalen-2-yl}-1λ6,2,5-thiadiazolidine-1,1,3-trione